[6-(3-cyclopropyl-1,2,4-triazol-1-yl)-2-azaspiro[3.3]heptan-2-yl]-[6-[[2-methyl-4-(trifluoromethyl)thiazol-5-yl]methyl]-2,6-diazaspiro[3.3]heptan-2-yl]methanone C1(CC1)C1=NN(C=N1)C1CC2(CN(C2)C(=O)N2CC3(C2)CN(C3)CC3=C(N=C(S3)C)C(F)(F)F)C1